C1(=CC=CC2=CC=CC=C12)C(=O)OOC(=O)C1=CC=CC2=CC=CC=C12 di(1-naphthoyl) peroxide